1-(3-(4-(2-methoxyethoxy)phenyl)-6-(3,3,3-trifluoropropyl)pyrazin-2-yl)-N-(methylsulfonyl)piperidine-4-carboxamide COCCOC1=CC=C(C=C1)C=1C(=NC(=CN1)CCC(F)(F)F)N1CCC(CC1)C(=O)NS(=O)(=O)C